ClC=1C=CC2=C(CC3(CC=4N2C(=NN4)C4CCC(CC4)(CC)OCC)OCCO3)C1 8'-chloro-1'-(trans-4-ethoxy-4-ethylcyclohexyl)-4'H,6'H-spiro[1,3-dioxolane-2,5'-[1,2,4]triazolo[4,3-a][1]benzazepin]